FC(C(=O)O)(F)F.ClC=1C=C(C=CC1F)C1=CSC2=C1C(N(C=C2)CC(N2CC1(CCN1)C2)=O)=O 3-(3-chloro-4-fluorophenyl)-5-(2-oxo-2-(1,6-diazaspiro[3.3]heptan-6-yl)ethyl)thieno[3,2-c]pyridin-4(5H)-one 2,2,2-trifluoroacetate